NC[C@H](CNS(=O)(=O)C=1C(=C(C(=CC1)N1C[C@@H]2C([C@@H]2C1)CN)C=1N=NNN1)S(=O)(=O)N)O N1-((R)-3-amino-2-hydroxypropyl)-4-((1R,5S,6S)-6-(aminomethyl)-3-azabicyclo[3.1.0]hexan-3-yl)-3-(2H-tetrazol-5-yl)benzene-1,2-disulfonamide